OC1=C(C=CC=C1)C1=NC=NC=N1 2-mono(hydroxyphenyl)-1,3,5-triazine